Neodymium (III) carbonate C([O-])([O-])=O.[Nd+3].C([O-])([O-])=O.C([O-])([O-])=O.[Nd+3]